2-[(3R)-3-methyl-[1,4'-bipiperidine]-1'-yl]-1,3-thiazole-5-carboxylic acid C[C@H]1CN(CCC1)C1CCN(CC1)C=1SC(=CN1)C(=O)O